tert-butyl 4-[2-[[5-[[[3-ethyl-5-[(2S)-2-(2-hydroxyethyl)-1-piperidyl]pyrazolo[1,5-a]pyrimidin-7-yl]amino] methyl]-2-pyridyl]oxy]ethyl]piperazine-1-carboxylate C(C)C=1C=NN2C1N=C(C=C2NCC=2C=CC(=NC2)OCCN2CCN(CC2)C(=O)OC(C)(C)C)N2[C@@H](CCCC2)CCO